CN1CCN(CC1)C=1OC(=CN1)NC1=NC=C(C(=N1)NCCCN1C(COCCC1)=O)C(F)(F)F 4-(3-((2-((2-(4-methylpiperazin-1-yl)oxazol-5-yl)amino)-5-(trifluoromethyl)pyrimidin-4-yl)amino)propyl)-1,4-oxazepan-3-one